C(C1=CC=CC=C1)OC1CCC(CC1)CCC=O 3-(4-Benzyloxycyclohexyl)propanal